N-(2-hydroxy-3-pyridinyl)-4-nitro-benzamide OC1=NC=CC=C1NC(C1=CC=C(C=C1)[N+](=O)[O-])=O